3-(Chloromethyl)-4,5,6,7-tetrahydrotriazolo[1,5-a]pyridine ClCC=1N=NN2C1CCCC2